1-chloro-3-(2,6-dichloro-4-((4-(2-hydroxy-3-(1H-imidazol-1-yl)propoxy)phenyl)sulfonyl)phenoxy)propan-2-ol ClCC(COC1=C(C=C(C=C1Cl)S(=O)(=O)C1=CC=C(C=C1)OCC(CN1C=NC=C1)O)Cl)O